3-(1-naphthyl)-acrylic acid C1(=CC=CC2=CC=CC=C12)C=CC(=O)O